OC1=C(C=CC=C1)C1(OC2=C(N1)C=CC=C2)C(=O)[O-] 2-(2-hydroxyphenyl)-benzoxazolate